(chloromethyl)-3-methoxynaphthalene ClCC1=CC(=CC2=CC=CC=C12)OC